5-(4-chlorobenzyl)-8-isopropyl-2-(6-(trifluoromethyl)pyridazin-3-yl)-2,5,8-triazaspiro[3.5]nonane-6,9-dione ClC1=CC=C(CN2C3(CN(C3)C=3N=NC(=CC3)C(F)(F)F)C(N(CC2=O)C(C)C)=O)C=C1